((1-(tert-butoxycarbonyl)piperidin-4-yl)thio)pyrimidine-4-carboxylic acid methyl ester COC(=O)C1=NC(=NC=C1)SC1CCN(CC1)C(=O)OC(C)(C)C